COC=1C=C2CCN3C(C2=CC1C1=NN(C=C1)C)=C(N=C3)CC(F)(F)F 8-methoxy-9-(1-methyl-1H-pyrazol-3-yl)-1-(2,2,2-trifluoroethyl)-5,6-dihydroimidazo[5,1-a]isoquinoline